NC1=NC=C(C=C1C=1C=C2CCNC(C2=CC1)=O)C1=CC=C(C=C1)N1CC2N(CC1)CCC2 6-(2-amino-5-(4-(hexahydropyrrolo[1,2-a]pyrazin-2(1H)-yl)phenyl)pyridin-3-yl)-3,4-dihydroisoquinolin-1(2H)-one